ClC1=NC(=C2N=CN(C2=N1)C1COCC1)OC1=CC=C(C=C1)N1CCN(CC1)C(=O)OC(C)(C)C tert-butyl 4-[4-(2-chloro-9-tetrahydrofuran-3-yl-purin-6-yl)oxyphenyl]piperazine-1-carboxylate